N-([1,1'-biphenyl]-4-yl)-N-(4-bromophenyl)dibenzo[b,d]furan-4-amine C1(=CC=C(C=C1)N(C1=CC=CC2=C1OC1=C2C=CC=C1)C1=CC=C(C=C1)Br)C1=CC=CC=C1